1-(7-bromo-1-methylindol-3-yl)-3-[(4-methoxyphenyl)methyl]-hexahydropyrimidine-2,4-dione BrC=1C=CC=C2C(=CN(C12)C)N1C(N(C(CC1)=O)CC1=CC=C(C=C1)OC)=O